C(=O)(O)C[N+](CCO)(CCO)CCCCCCCCCCCC N-(carboxymethyl)-N,N-di(2-hydroxyethyl)-1-dodecylammonium